4,4-bis(9-carbazolyl)-2,2-dimethyl-biphenyl C1=CC=CC=2C3=CC=CC=C3N(C12)C1(CC(C(=CC1)C1=CC=CC=C1)(C)C)N1C2=CC=CC=C2C=2C=CC=CC12